[Si](C)(C)(C(C)(C)C)OC(C#C\C(=C/C=O)\C1=CC=C(C=C1)OC)(C#C[Si](C(C)C)(C(C)C)C(C)C)C1=CC=CC=C1 (Z)-6-((tert-butyldimethylsilyl)oxy)-3-(4-methoxyphenyl)-6-phenyl-8-(triisopropylsilyl)oct-2-en-4,7-diyne-1-al